9-(4-(6-methoxy-5-nitro-2H-indazol-2-yl)cyclohexyl)-3,9-diazaspiro[5.5]undecan-3-carboxylic acid COC=1C(=CC2=CN(N=C2C1)C1CCC(CC1)N1CCC2(CCN(CC2)C(=O)O)CC1)[N+](=O)[O-]